O=CCCC1(CC1)C1CCN(CC1)C(=O)OC(C)(C)C tert-butyl 4-(1-(3-oxopropyl)cyclopropyl)piperidine-1-carboxylate